ClC1(OCCC)CC(=CC=C1)Cl 1,3-dichlorophenoxypropane